FC=1C(=NNC1)C(C)(C)NC(C)=O N-(2-(4-fluoro-1H-pyrazol-3-yl)propan-2-yl)acetamide